NC1CC(C1)CC=1C=CC=C2C(=NC(=NC12)NC1=CC(=C(C=C1)F)Cl)N[C@H](C)C1CC1 (R)-8-((3-aminocyclobutyl)methyl)-N2-(3-chloro-4-fluorophenyl)-N4-(1-cyclopropylethyl)quinazoline-2,4-diamine